(S)-2-amino-5-oxo-5-(phenylamino)pentanoic acid N[C@H](C(=O)O)CCC(NC1=CC=CC=C1)=O